FC1(CCN(CC1)C1=[N+](C=CC2=C1OC=N2)[O-])F 4-(4,4-difluoropiperidin-1-yl)oxazolo[5,4-c]pyridine 5-oxide